CC1=NC(=NC(=C1)NC)NC=1C=C(C2=C(CCO2)C1)C1=CC2C(CN(C2)C(=O)OC(C)(C)C)C1 tert-butyl 5-[5-[[4-methyl-6-(methylamino)pyrimidin-2-yl]amino]-2,3-dihydrobenzofuran-7-yl]-3,3a,6,6a-tetrahydro-1H-cyclopenta[c]pyrrole-2-carboxylate